(5-chlorobenzo[d]thiazol-2-yl)methanamine ClC=1C=CC2=C(N=C(S2)CN)C1